p-toluenethiol CC1=CC=C(C=C1)S